OCOC1=C(C2=CC=CC=C2C=C1)C1=C(C=CC2=CC=CC=C12)OCO 2,2'-bis(1-hydroxy-methoxy)-1,1'-binaphthyl